ClC=1C(=NC(=NC1)NC1=CC(=C(C=C1OC)C(=O)N1CCN(CC1)C)F)C1=NN(C=C1)C(C)C (4-((5-chloro-4-(1-isopropyl-1H-pyrazolyl)pyrimidin-2-yl)amino)-2-fluoro-5-methoxyphenyl)(4-methylpiperazin-1-yl)methanone